C1=C(C=CC=2C(C3=CC(=CC=C3C(C12)=O)S(=O)(=O)[O-])=O)S(=O)(=O)[O-].[Na+].[Na+] sodium 9,10-anthraquinone-2,6-disulfonate